C(C1=CC=CC=C1)(=O)O[C@]1(CC=C(CC1)C)C(C)=O (R)-1-acetyl-4-methylcyclohex-3-en-1-yl benzoate